C(C)(C)C1=C(NC2=CC=C(C=C12)CC1CCNCC1)C1=C2C(=NC=C1)NN=C2 4-(3-isopropyl-5-(piperidin-4-ylmethyl)-1H-indol-2-yl)-1H-pyrazolo[3,4-b]pyridine